(tert-butyldiphenylsilyl)oxy propanoate C(CC)(=O)OO[Si](C1=CC=CC=C1)(C1=CC=CC=C1)C(C)(C)C